ClC=1C(N(C(C1Cl)O)CC1=C(C=CC=C1)NC)=O 3,4-Dichloro-5-hydroxy-1-(2-(methylamino)benzyl)-1,5-dihydro-2H-pyrrol-2-one